COC1=CC=C(CN2C(=NC3=C2C=C(C=C3NS(=O)(=O)CC)C=3C2=C(C(N(C3)C)=O)NC=C2)C)C=C1 N-(1-(4-methoxybenzyl)-2-methyl-6-(6-methyl-7-oxo-6,7-dihydro-1H-pyrrolo[2,3-c]pyridin-4-yl)-1H-benzo[d]imidazol-4-yl)ethane-sulfonamide